(R)-1-(2-bromophenyl)ethanol BrC1=C(C=CC=C1)[C@@H](C)O